((4-((R)-2-(4,5-dichloropyridin-2-yl)-2H-chromen-8-yl)piperidin-1-yl)methyl)-3-(((S)-oxetan-2-yl)methyl)-3H-imidazo[4,5-b]pyridine-5-carboxylic acid ClC1=CC(=NC=C1Cl)[C@@H]1OC2=C(C=CC=C2C=C1)C1CCN(CC1)CC1=NC=2C(=NC(=CC2)C(=O)O)N1C[C@H]1OCC1